(R)-N-((S)-5-(2-hydroxypropan-2-yl)-1,3-dihydrospiro[indene-2,4'-piperidin]-3-yl)-2-methylpropane-2-sulfinamide OC(C)(C)C=1C=C2[C@H](C3(CCNCC3)CC2=CC1)N[S@](=O)C(C)(C)C